C(C=C)(=O)OCC(C(C(=O)N1[C@@H](CCCC1)C(=O)O[C@H](CCC1=C(C(=CC(=C1)OC)OC)OC)C=1C=C(OCC(=O)O)C=CC1)=O)(C)C 2-(3-((R)-1-(((S)-1-(4-(acryloyloxy)-3,3-dimethyl-2-oxobutanoyl)piperidine-2-carbonyl)oxy)-3-(2,3,5-trimethoxyphenyl)propyl)phenoxy)acetic acid